FC=1C=C2/C(/C3=NC4=CC(=CC=C4C(N3C2=CC1)=O)CNS(=O)(=O)NC(OC(C)(C)C)=O)=N/OC tert-butyl (Z)-(N-((8-fluoro-6-(methoxyimino)-12-oxo-6,12-dihydroindolo[2,1-b]quinazolin-3-yl)methyl)sulfamoyl)carbamate